2-Fluoro-4-isocyanato-3,5-diisopropylbenzonitrile FC1=C(C#N)C=C(C(=C1C(C)C)N=C=O)C(C)C